FC1=C(C(=CC2=C1N=CS2)F)N 4,6-difluorobenzo[d]thiazol-5-amine